ethyl 3-ethylsulfonylbenzoate C(C)S(=O)(=O)C=1C=C(C(=O)OCC)C=CC1